C(C1CO1)OCCC[Si](OCC)(OCC)C (3-glycidoxypropyl)methyldiethoxysilane